C(C=C)N1C(=NC2=C1C=CC=C2)C2=C(C=CC=C2)OC 1-allyl-2-(2-methoxyphenyl)-1H-benzo[d]imidazole